2-((4-methylpiperidin-1-yl)methyl)-4-(4-(trifluoromethyl)phenyl)pyridine CC1CCN(CC1)CC1=NC=CC(=C1)C1=CC=C(C=C1)C(F)(F)F